3-(4-((1,3,4-oxadiazol-2-yl)methyl)-3-chlorobenzyl)-2-oxo-2,3-dihydro-1H-benzo[d]imidazole-1-carboxylic acid tert-butyl ester C(C)(C)(C)OC(=O)N1C(N(C2=C1C=CC=C2)CC2=CC(=C(C=C2)CC=2OC=NN2)Cl)=O